tert-butyl (S,E)-7-(2,2-difluoroethoxy)-2-((3-(7-(dimethylamino)-2-((methoxycarbonyl)amino)-7-oxohept-5-enamido)-2-oxopyridin-1(2H)-yl)methyl)-1H-indole-1-carboxylate FC(COC=1C=CC=C2C=C(N(C12)C(=O)OC(C)(C)C)CN1C(C(=CC=C1)NC([C@H](CC\C=C\C(=O)N(C)C)NC(=O)OC)=O)=O)F